BrC1=CC=C(C=C1)N1CN(N(C1)C1=CC=CC=C1)C1=CC=CC=C1 4-(4-bromophenyl)-1,2-diphenyl-1,2,4-triazolidine